1-(2-(dimethylamino)-2-oxoethyl)-N-((1s,4s)-4-((7-morpholino-1,6-naphthyridin-5-yl)oxy)cyclohexyl)-1H-pyrrole-2-carboxamide CN(C(CN1C(=CC=C1)C(=O)NC1CCC(CC1)OC1=C2C=CC=NC2=CC(=N1)N1CCOCC1)=O)C